C1C(=CNC1=O)O The molecule is a gamma-lactam that is 1,3-dihydro-2H-pyrrol-2-one in which the hydrogen at position 4 has been replaced by a hydroxy group. Despite its simple structure, it was not synthesised until 1972; earlier attempts were later shown to have resulted only in the formation of the isomer 5-imino-4,5-dihydrofuran-3-ol. It is an enol, a gamma-lactam and a member of pyrroles.